CC1=CC=C(C=C1)C1=CC(=NN1C1=CC=C(C=C1)S(=O)(=O)N)C(F)(F)F 4-[5-(4-Methylphenyl)-3-(trifluoromethyl)pyrazol-1-yl]benzenesulfonamide